5-bromo-6-methyl-2-oxo-2H-[1,3'-bipyridine]-3-carboxylic acid ethyl ester C(C)OC(=O)C=1C(N(C(=C(C1)Br)C)C=1C=NC=CC1)=O